C(C1=CC=CC=C1)(=O)C1=CC=C(C=C1)SCC(=O)O 2-[(4-Benzoylphenyl)thio]-acetic acid